C(C)OC(=O)C=1C(=NC(=NC1)Cl)NC1CCC(CC1)(C)NC(=O)OC(C)(C)C 4-((4-((tert-Butoxycarbonyl)amino)-4-methylcyclohexyl)amino)-2-chloropyrimidine-5-carboxylic acid ethyl ester